(2S,4R)-4-(cyclobutoxy)-1-(9H-fluoren-9-ylmethoxycarbonyl)pyrrolidin-2-carboxylic acid C1(CCC1)O[C@@H]1C[C@H](N(C1)C(=O)OCC1C2=CC=CC=C2C=2C=CC=CC12)C(=O)O